N-(4-((E)-3-(hydroxyamino)-3-oxoprop-1-en-1-yl)benzyl)pyrimidine-4-carboxamide ONC(/C=C/C1=CC=C(CNC(=O)C2=NC=NC=C2)C=C1)=O